2-((2S,3S)-3-aminotetrahydro-2H-pyran-2-yl)-N-benzyl-5-chlorothieno[3,2-b]pyridin-7-amine trifluoroacetate FC(C(=O)O)(F)F.N[C@@H]1[C@H](OCCC1)C1=CC2=NC(=CC(=C2S1)NCC1=CC=CC=C1)Cl